methyl 3-methyl-4-[(5-methyl-3-nitropyridin-2-yl)oxy]benzoate CC=1C=C(C(=O)OC)C=CC1OC1=NC=C(C=C1[N+](=O)[O-])C